FC1(CN(C1)C1CCC(CC1)N)F 4-(3,3-difluoroazetidin-1-yl)cyclohexan-1-amine